1-(6-(3-methyl-3H-[1,2,3]triazolo[4,5-b]pyridin-6-yl)thieno[2,3-b]pyridin-2-yl)-3-(trifluoromethoxy)cyclobutanol CN1N=NC=2C1=NC=C(C2)C2=CC=C1C(=N2)SC(=C1)C1(CC(C1)OC(F)(F)F)O